4-(difluoromethyl)-5-[4-(3,3-dimethylmorpholin-4-yl)-6-[(3R)-3-(methoxymethyl)morpholin-4-yl]-1,3,5-triazin-2-yl]pyridin-2-amine FC(C1=CC(=NC=C1C1=NC(=NC(=N1)N1C(COCC1)(C)C)N1[C@@H](COCC1)COC)N)F